C(C)C=1C(=C(C(=C(C1)O)OCCCCCC)CC)CC Tri-ethylhexyl-oxyphenol